C(C1=CC=CC=C1)N1C2=NC=NC(=C2N=C1C1=C(C=C(C=C1)O[C@H]1CNCCC1)Cl)OC1(CC1)C (R)-9-benzyl-8-(2-chloro-4-(piperidin-3-yloxy)phenyl)-6-(1-methylcyclopropoxy)-9H-purine